3-[5-(6-hydroxyhex-1-yn-1-yl)-3-methyl-2-oxo-1,3-benzodiazol-1-yl]piperidine-2,6-dione OCCCCC#CC1=CC2=C(N(C(N2C)=O)C2C(NC(CC2)=O)=O)C=C1